(3AS,4S,6AR)-N-[2-[2-(2-aminoethoxy)ethoxy]ethyl]hexahydro-2-oxo-1H-thieno[3,4-D]imidazole-4-pentanamide NCCOCCOCCNC(CCCC[C@@H]1SC[C@@H]2NC(N[C@@H]21)=O)=O